2-(4-(2-(4-cinnamylpiperazin-1-yl)ethoxy)phenyl)-1H-benzo[d]imidazole C(C=CC1=CC=CC=C1)N1CCN(CC1)CCOC1=CC=C(C=C1)C1=NC2=C(N1)C=CC=C2